7-cyclopropyl-4-(5-methyl-1H-indazol-4-yl)-2-(2-(2-propenoyl)-2,6-diazaspiro[3.4]octan-6-yl)-3-quinolinecarbonitrile C1(CC1)C1=CC=C2C(=C(C(=NC2=C1)N1CC2(CN(C2)C(C=C)=O)CC1)C#N)C1=C2C=NNC2=CC=C1C